[Si](C)(C)(C(C)(C)C)OCCCN1N=CC(=C1C(=O)OCC)C(C1=C(C=C(C=C1)C(F)(F)F)OC)=O ethyl 1-(3-((tert-butyldimethylsilyl) oxy) propyl)-4-(2-methoxy-4-(trifluoromethyl) benzoyl)-1H-pyrazole-5-carboxylate